C1C[C@H](O)[C@H](O1)CO 1,2-dideoxy-D-ribofuranose